NC1=CC(=NC=C1C(=O)N)OC 4-Amino-6-methoxynicotinamide